ClC=1C=C2C(=NC1OC)C(=C(N2C)C2=NNC(=N2)[C@H](COC)N(C)C)C=2C=NNC2 (R)-1-(3-(6-chloro-5-methoxy-1-methyl-3-(1H-pyrazol-4-yl)-1H-pyrrolo[3,2-b]pyridin-2-yl)-1H-1,2,4-triazol-5-yl)-2-methoxy-N,N-dimethylethan-1-amine